BrC=1N(C2=CC=CC=3C4=C[C@H](CN([C@@H]4CC1C32)C)C(N(CC)CC)=O)C(=O)OC methyl (6aR,9R)-5-bromo-9-(diethylcarbamoyl)-7-methyl-6a,7,8,9-tetrahydroindolo[4,3-fg]quinoline-4(6H)-carboxylate